(E)-ethyl 4,4-dimethyl-5-phenoxycarbonyl-2-pentenoate CC(/C=C/C(=O)OCC)(CC(=O)OC1=CC=CC=C1)C